phenyl 3-phenyl-2,3-dibromopropionate C1(=CC=CC=C1)C(C(C(=O)OC1=CC=CC=C1)Br)Br